(piperazin-1-yl)nicotinonitrile N1(CCNCC1)C1=C(C#N)C=CC=N1